methyl (E,4S)-4-[[(2R)-4-amino-2-(octanoylamino)-4-oxo-butanoyl]amino]pent-2-enoate NC(C[C@H](C(=O)N[C@H](/C=C/C(=O)OC)C)NC(CCCCCCC)=O)=O